NC1=C(SC2=C1C=C(C=C2)F)C=O 3-AMINO-5-FLUOROBENZOTHIOPHENE-2-CARBOXALDEHYDE